tert-butyl 8-fluoro-9-(4,4,5,5-tetramethyl-1,3,2-dioxaborolan-2-yl)-3-azaspiro[5.5]undec-8-ene-3-carboxylate FC=1CC2(CCN(CC2)C(=O)OC(C)(C)C)CCC1B1OC(C(O1)(C)C)(C)C